C(C)[Si](CC)(CC)C(CCCCCCCCCCCCCCCCC)S Triethylsilyl-Octadecanthiol